C(C)(=O)OC=1C=C(C=CC1)C=CC(=O)O 3-(3-acetoxyphenyl)-2-propenoic acid